N12CCC(CC1)CC2 (S)-quinuclidine